FC1=C2C=C(NC2=CC(=C1)F)C(=O)N(C(C)C1=CNC(C2=CC=CC=C12)=O)C 4,6-difluoro-N-methyl-N-(1-(1-oxo-1,2-dihydroisoquinolin-4-yl)ethyl)-1H-indole-2-carboxamide